CC=1C=C(C=C(C1)C)[N+]#[C-] 3,5-DIMETHYLPHENYL ISOCYANIDE